3-((4-fluorophenyl)sulfonylamino)-4-methyl-N-((1-methyl-1H-pyrazol-4-yl)methyl)benzamide FC1=CC=C(C=C1)S(=O)(=O)NC=1C=C(C(=O)NCC=2C=NN(C2)C)C=CC1C